5-(piperidin-1-yl)-N-(1-(vinylsulfonyl)piperidin-4-yl)-2,6-naphthyridin-3-amine N1(CCCCC1)C1=C2C=C(N=CC2=CC=N1)NC1CCN(CC1)S(=O)(=O)C=C